F[C@@H]1[C@H](N(CC1)C(=O)OC(C)(C)C)C(=O)OC 1-(tert-butyl) 2-methyl (2R,3S)-3-fluoropyrrolidine-1,2-dicarboxylate